BrC=1C=CC(=C(C/C(/C(=O)OC)=C/OC)C1)C (Z)-methyl 2-(5-bromo-2-methylbenzyl)-3-methoxyacrylate